5-(1-(2,2-difluoroethyl)-3-(trifluoromethyl)-1H-pyrazol-4-yl)-N-(3-fluoro-4-(4-(piperidine-4-carbonyl)piperazine-1-carbonyl)phenyl)-1-methyl-1H-imidazole-2-carboxamide FC(CN1N=C(C(=C1)C1=CN=C(N1C)C(=O)NC1=CC(=C(C=C1)C(=O)N1CCN(CC1)C(=O)C1CCNCC1)F)C(F)(F)F)F